(S)-N-(5-(6-(cyclopropylmethoxy)pyridin-3-yl)-2-(3,4-dimethylpiperazin-1-yl)-4-fluorophenyl)-1-methyl-6-oxo-4-(trifluoromethyl)-1,6-dihydropyridine-3-carboxamide C1(CC1)COC1=CC=C(C=N1)C=1C(=CC(=C(C1)NC(=O)C1=CN(C(C=C1C(F)(F)F)=O)C)N1C[C@@H](N(CC1)C)C)F